rac-tert-butyl ((1R,3S)-3-hydroxycyclopentyl)carbamate O[C@@H]1C[C@@H](CC1)NC(OC(C)(C)C)=O |r|